7-(5-(4-(2-ethoxy-2-oxoethyl)-3-oxopiperazin-1-yl)pentyl)-3,4-dihydro-1,8-naphthyridine-1(2H)-carboxylic acid tert-butyl ester C(C)(C)(C)OC(=O)N1CCCC2=CC=C(N=C12)CCCCCN1CC(N(CC1)CC(=O)OCC)=O